2-chloro-N-[3-(4-cyano-2,3-dimethyl-phenoxy)-2,2,4,4-tetramethyl-cyclobutyl]pyrimidine-5-carboxamide ClC1=NC=C(C=N1)C(=O)NC1C(C(C1(C)C)OC1=C(C(=C(C=C1)C#N)C)C)(C)C